4-(5-chloro-2-ethynyl-phenyl)-6-methylpyridine-3-carboxylic acid ClC=1C=CC(=C(C1)C1=C(C=NC(=C1)C)C(=O)O)C#C